(2R,3R)-3-(3-(4-(benzyloxy)phenyl)isoxazol-5-yl)-2-(2,4-difluorophenyl)-1-(1H-1,2,4-triazol-1-yl)butan-2-ol C(C1=CC=CC=C1)OC1=CC=C(C=C1)C1=NOC(=C1)[C@@H]([C@@](CN1N=CN=C1)(O)C1=C(C=C(C=C1)F)F)C